CC(C)(C)[S@](=O)/N=C/C1=C(C=CC=C1)C1=NOC2=C1C=CC(=C2)C (S,E)-2-methyl-N-[2-(6-methylbenzo[d]isoxazol-3-yl)benzylidene]propane-2-sulfinamide